S(=O)(=O)(O)C1=CC=C(C)C=C1.ICC1=CC=CC=C1 iodotoluene tosylate